methyl-2,2'-bipyridine-4'-carbaldehyde CC=1C(=NC=CC1)C1=NC=CC(=C1)C=O